ClC1=C(C=C(C=C1)Cl)S(=O)(=O)NC=1C(=C(C=CC1)C=1C=C2C=NC(=NC2=CC1)NC(C(C)(C)C)=O)C N-(6-(3-((2,5-dichlorophenyl)sulfonamido)-2-methylphenyl)quinazolin-2-yl)pivalamide